ClC1=C(C#N)C=CC(=C1)N1[C@H](CN([C@@H](C1)C)C(C1=CN=C(C=C1)OCCCC=O)=O)C 2-chloro-4-((2S,5R)-2,5-dimethyl-4-(6-(4-oxobutoxy)nicotinoyl)piperazin-1-yl)benzonitrile